Isocyanato-silan N(=C=O)[SiH3]